FC1=C(OC2=NC3=C(N2C[C@H]2OCC2)C=C(C=C3)C(=O)OC)C=CC(=C1)B1OC(C(O1)(C)C)(C)C methyl (S)-2-(2-fluoro-4-(4,4,5,5-tetramethyl-1,3,2-dioxaborolan-2-yl)phenoxy)-1-(oxetan-2-ylmethyl)-1H-benzo[d]imidazole-6-carboxylate